N-(5-(4-(4-(bis(4-methoxybenzyl)amino)imidazo[2,1-f][1,2,4]triazin-7-yl)-1H-pyrazol-1-yl)-2-fluoro-4-methylphenyl)-3-methoxybenzamide COC1=CC=C(CN(C2=NC=NN3C2=NC=C3C=3C=NN(C3)C=3C(=CC(=C(C3)NC(C3=CC(=CC=C3)OC)=O)F)C)CC3=CC=C(C=C3)OC)C=C1